BrC=1C=C(C=CC1)C1=NC2=C(C=CC=C2C=C1)OCC1=CC=CC=C1 2-(3-bromophenyl)-8-benzyloxyquinoline